ClC1=CC(=C(C=C1)C1OC2=C(C=CC=C2C(=C1)F)C1CCN(CC1)CC1=NC2=C(N1CC1(CC1)CF)C=C(C=C2)C(=O)O)OC 2-((4-(2-(4-chloro-2-methoxyphenyl)-4-fluoro-2H-chromen-8-yl)piperidin-1-yl)methyl)-1-((1-(fluoromethyl)cyclopropyl)methyl)-1H-benzo[d]imidazole-6-carboxylic acid